3-(2-(((1S,3S)-3-((4-aminobutyl)amino)cyclopentyl)amino)-5-(trifluoromethyl)pyrimidin-4-yl)-7-(dimethylphosphoryl)-1H-indole-6-carboxylic acid NCCCCN[C@@H]1C[C@H](CC1)NC1=NC=C(C(=N1)C1=CNC2=C(C(=CC=C12)C(=O)O)P(=O)(C)C)C(F)(F)F